C(C)[C@]1(C(OCC=2C(N3CC=4C(=NC=5C=C(C(=C6C5C4[C@H](CC6)NC(C(CO)(C)C)=O)C)F)C3=CC21)=O)=O)O N-((1S,9S)-9-ethyl-5-fluoro-9-hydroxy-4-methyl-10,13-dioxo-2,3,9,10,13,15-hexahydro-1H,12H-benzo[de]pyrano[3',4':6,7]indolizino[1,2-b]quinolin-1-yl)-3-hydroxy-2,2-dimethylpropionamide